ClC1([C@H]([C@@H]1C1=CC(=CC(=C1)Cl)Cl)C(=O)NC1=CC(=C(C=C1)Cl)C(=O)NN=C(C)C)Cl Trans-2,2-dichloro-N-(4-chloro-3-(2-(prop-2-ylidene)hydrazine-1-carbonyl)phenyl)-3-(3,5-dichlorophenyl)cyclopropane-1-carboxamide